CN1OC(C2C1C(CC(C2)(C2=CC=C(C=C2)SC)C)C)(C)C 1,3,3,5,7-Pentamethyl-5-(4-(methylthio)phenyl)octahydrobenzo[c]isoxazol